C(C=C)(=O)NC=1SC(=CN1)CN1CCC(CC1)C(=O)NC(C)C1=CC=C(C=C1)C 1-((2-acrylamidothiazol-5-yl)methyl)-N-(1-(p-tolyl)ethyl)piperidine-4-carboxamide